glycerol didecenate C(C=CCCCCCCC)(=O)OCC(OC(C=CCCCCCCC)=O)CO